C(C)S(=O)(=O)C=1C(=NC(=CC1)N1N=CN=C1)C=1OC2=C(N1)C=C(C=C2)S(C(F)(F)F)(=O)=N [2-[3-ethylsulfonyl-6-(1,2,4-triazol-1-yl)-2-pyridinyl]-1,3-benzoxazol-5-yl]-imino-oxo-(trifluoromethyl)-lambda6-Sulfane